C(C)(=O)C1=CC=C(C=C1)N1C(N2N(CC=C3C2C=2C=CC(=CC2OC3(C)C)N(CC)CC)C1=O)=O 2-(4-acetylphenyl)-10-(diethylamino)-7,7-dimethyl-5,12b-dihydro-1H,7H-chromeno[4,3-c][1,2,4]triazolo[1,2-a]pyridazine-1,3(2H)-dione